[Br-].C1(=C(C=CC=C1)NC(=O)OC[C@H]1C[N+](CC1)(C)CC(=O)OCC)C1=CC=CC=C1 (3R)-3-((([1,1'-biphenyl]-2-ylcarbamoyl)oxy)methyl)-1-(2-ethoxy-2-oxoethyl)-1-methylpyrrolidin-1-ium bromide